N[C@@H](CCSC)C(=O)N[C@@H](CC1(CC=CC=C1)C([C@@H](N)CC(C)C)=O)C(=O)O methionyl-1-leucyl-l-phenylalanine